[NH+]=1N=CN2C1CCCC2 5,6,7,8-tetrahydro[1,2,4]triazolo[4,3-a]pyridinium